N-(2-Hydroxypyrimidin-5-yl)-1,8,10-triazatricyclo[7.4.0.02,7]trideca-2(7),3,5,8,10,12-hexaene-11-carboxamide OC1=NC=C(C=N1)NC(=O)C1=NC2=NC=3C=CC=CC3N2C=C1